cholestan-3beta-ol CC(C)CCC[C@@H](C)[C@H]1CC[C@H]2[C@@H]3CCC4C[C@H](CC[C@]4(C)[C@H]3CC[C@]12C)O